ClC1=C(C=C(C=C1)CN1N=NC(=C1)C1=C(N=C2N1C=CC=C2)C2=CC=C(C=C2)Cl)NC(C)=O N-(2-chloro-5-((4-(2-(4-chlorophenyl)imidazo[1,2-a]pyridin-3-yl)-1H-1,2,3-triazol-1-yl)methyl)-phenyl)acetamide